C(#N)C1(CC1)NS(=O)(=O)C1=C(C=C2C3=C(N(C2=C1)C=1SC(=NN1)C(F)F)N=CN=C3N3C[C@@H](N(CC3)C(=O)N(C)C)C)F (S)-4-(7-(N-(1-Cyanocyclopropyl)sulfamoyl)-9-(5-(difluoromethyl)-1,3,4-thiadiazol-2-yl)-6-fluoro-9H-pyrimido[4,5-b]indol-4-yl)-N,N,2-trimethylpiperazine-1-carboxamide